CNC(C=CC=1C=NC(=CC1)NS(NC)(=O)=O)=O N-methyl-3-(6-((N-methylsulfamoyl)amino)pyridin-3-yl)acrylamide